BrC1=C(N(N=C1Cl)C)/C=C/C(=O)OCC ethyl (E)-3-(4-bromo-5-chloro-2-methyl-pyrazol-3-yl)prop-2-enoate